[N+](=[N-])=C1OC(C2=CC=CC=C12)=O diazoisobenzofuran-1-one